(5-cyclopropyl-3-(2,6-dichlorophenyl)isoxazol-4-yl)-8-azaspiro[bicyclo[3.2.1]octane-3,1'-cyclobutane] C1(CC1)C1=C(C(=NO1)C1=C(C=CC=C1Cl)Cl)C1C2(CC1)CC1CCC(C2)N1